FC=1C=CC=C2C=CC(=CC12)C=1NC(C=2N(C1)N=C(C2)C(=O)O)=O 6-(8-Fluoro-2-naphthyl)-4-oxo-4,5-dihydropyrazolo[1,5-a]pyrazine-2-carboxylic acid